6-((3-hydroxypropyl)amino)-1,3,5-triazine OCCCNC1=NC=NC=N1